OC1=C(C(=CC(=C1)OC1=CC(=C(C(=C1)OC)C(\C=C\C1=CC=C(C=C1)O)=O)O)OC)C\C=C\C1=CC=C(C=C1)O (E)-1-[2-Hydroxy-4-[3-hydroxy-4-[(E)-3-(4-hydroxyphenyl)prop-2-enoyl]-5-methoxyphenoxy]-6-methoxyphenyl]-3-(4-hydroxyphenyl)prop-2-en